8-bromo-4-(bromomethyl)quinolin-2-ol BrC=1C=CC=C2C(=CC(=NC12)O)CBr